CS(=O)(=O)N1CCN(CC1)C1=NC=C(C=N1)CC(=O)NC(C=1OC(=CC1)C)C1=C(C=C(C=C1)C)N1CCCCC1 2-[2-(4-methanesulfonyl-piperazin-1-yl)pyrimidin-5-yl]-N-{[4-methyl-2-(piperidin-1-yl)phenyl](5-methylfuran-2-yl)methyl}acetamide